N-(tert-Butyl)-1-(7-chloro-5H-isochromeno[3,4-d]thiazol-2-yl)-N-methylpyrrolidin-3-amine C(C)(C)(C)N(C1CN(CC1)C=1SC2=C(N1)OCC=1C=C(C=CC12)Cl)C